2-{3-[(3r,5s)-3,5-dimethylpiperazin-1-yl]-1,2,4-triazin-6-yl}-5-(2-methyl-[1,2,4]triazolo[1,5-b]pyridazin-6-yl)phenol dihydrochloride Cl.Cl.C[C@@H]1CN(C[C@@H](N1)C)C=1N=NC(=CN1)C1=C(C=C(C=C1)C=1C=CC=2N(N1)N=C(N2)C)O